C1(=CC=CC=C1)OS(=O)(=O)CCC phenyl-3-propansulfonate